N[C@@H]1[C@@H](CCC1)NC(=O)C=1SC=2N=CC=C3N(C(NC1C23)=O)C2=CC(=NC=C2)C(C)C N-((1R,2S)-2-Aminocyclopentyl)-5-(2-isopropylpyridin-4-yl)-4-oxo-4,5-dihydro-3H-1-thia-3,5,8-triazaacenaphthylene-2-carboxamide